2-fluoro-5-((6-(3-fluoro-2-hydroxyphenyl)pyridin-2-yl)oxy)phenol FC1=C(C=C(C=C1)OC1=NC(=CC=C1)C1=C(C(=CC=C1)F)O)O